5-((3-(5-(trifluoromethyl)pyridin-2-yl)-1,2,4-oxadiazol-5-yl)amino)pyridinecarbonitrile FC(C=1C=CC(=NC1)C1=NOC(=N1)NC=1C=CC(=NC1)C#N)(F)F